C/C(/C(=O)O)=C\C1=CC=C(C=C1)O.OC1=CC=C(C=CC(=O)OC)C=C1 Methyl 4-hydroxycinnamate ((E)-Methyl 4-coumarate)